2-fluoro-4,6-dinitro-N1,N3-di(1H-tetrazol-5-yl)benzene-1,3-diamine FC1=C(C(=CC(=C1NC1=NN=NN1)[N+](=O)[O-])[N+](=O)[O-])NC1=NN=NN1